11-((N-(2-Hexyldecanoyl)-N-methylglycyl)oxy)-6-oxoundecyl 3-hexylundecanoate C(CCCCC)C(CC(=O)OCCCCCC(CCCCCOC(CN(C)C(C(CCCCCCCC)CCCCCC)=O)=O)=O)CCCCCCCC